CC1=CC(=NN1)NC1=NC(=C2C=CC=NC2=C1)NC1CC2CCC(C1)N2C[C@H]2C[C@H](C2)C#N (cis)-3-(((3-exo)-3-((7-((5-methyl-1H-pyrazol-3-yl)amino)-1,6-naphthyridin-5-yl)amino)-8-azabicyclo[3.2.1]octan-8-yl)methyl)cyclobutane-1-carbonitrile